CC1(O[C@H]2[C@@H](O1)C(C[C@@H]2C2=CC=C(C=C2)NC(OC(C)(C)C)=O)=O)C tert-butyl (4-((3ar,4r,6ar)-2,2-dimethyl-6-oxotetrahydro-4H-cyclopenta[d][1,3]dioxol-4-yl)phenyl)carbamate